C(#N)C1=C(C=C(C=C1)C=1C=C(C(=O)OC(C)(C)C)C=CC1C1=C(C=C(C(=C1)CO)C=CC(C)(C)O)F)F tert-butyl 3-(4-cyano-3-fluoro-phenyl)-4-[2-fluoro-5-(hydroxymethyl)-4-(3-hydroxy-3-methyl-1-butenyl)phenyl]benzoate